[S-]C(=S)NCCNC(=S)[S-] N-[2-(sulfidocarbothioylamino)ethyl]carbamodithioate